(7aR,11aS)-5-chloro-12-ethyl-4-fluoro-2-(methylsulfinyl)-7a,8,10,11,11a,12-hexahydro-7,9-dioxa-1,3,6,12-tetraazapleiadene ClC1=C(C2=NC(=NC=3N([C@H]4CCOC[C@@H]4OC(=N1)C23)CC)S(=O)C)F